2-(1-(3-fluoropropyl)-4-methylpiperidine-4-carboxamido)-9-(5,6,7,8-tetrahydro-1,8-naphthyridin-2-yl)nonanoic acid FCCCN1CCC(CC1)(C(=O)NC(C(=O)O)CCCCCCCC1=NC=2NCCCC2C=C1)C